tert-butyl 1-((2-(2,6-dioxopiperidin-3-yl)-1,3-dioxoisoindolin-4-yl) amino)-3,6,9,12,15-pentaoxaoctadecan-18-oate O=C1NC(CCC1N1C(C2=CC=CC(=C2C1=O)NCCOCCOCCOCCOCCOCCC(=O)OC(C)(C)C)=O)=O